OC(C)(C)C1=CC=C(NC=2C(=NC(=C(N2)NC)C=2C3=C(C=NC2)N(C=N3)C)C(=O)OC)C=C1 methyl 3-[4-(1-hydroxy-1-methyl-ethyl)anilino]-5-(methylamino)-6-(3-methylimidazo[4,5-c]pyridin-7-yl)pyrazine-2-carboxylate